5-chloro-2-[(6-chloro-3-tetrahydropyran-4-yl-4-quinolinyl)amino]benzoic acid ClC=1C=CC(=C(C(=O)O)C1)NC1=C(C=NC2=CC=C(C=C12)Cl)C1CCOCC1